3-benzenesulfonyl-propionitrile C1(=CC=CC=C1)S(=O)(=O)CCC#N